ClC1=C(C=C(C(=C1)Cl)OC)N1C(NC2=CC=CC=C2C1=O)=S(=O)=O 3-(2,4-dichloro-5-methoxyphenyl)-2-sulfonyl-4(3H)-quinazolone